C(C1=CC=CC=C1)OC=1C(=NN(C(C1)=O)C1=C(C=CC=C1)F)C(=O)N[C@H](C)C1=C(C(=CC=C1)C(CO)(F)F)F 4-Benzyloxy-N-[(1R)-1-[3-(1,1-difluoro-2-hydroxy-ethyl)-2-fluorophenyl]ethyl]-1-(2-Fluorophenyl)-6-oxo-pyridazine-3-carboxamide